C(C)(C)(C)N1N=CC=C1N 1-tert-butyl-5-aminopyrazole